2-(6-(((1r,2r,3s,5s)-2-fluoro-9-azabicyclo[3.3.1]non-3-yl)oxy)pyridazin-3-yl)-5-(1H-pyrazol-4-yl)phenol F[C@@H]1[C@H]2CCC[C@@H](C[C@@H]1OC1=CC=C(N=N1)C1=C(C=C(C=C1)C=1C=NNC1)O)N2